C(C)OC(=O)C(C(C)(C(=O)OCC)C(=O)OCC)=C=O.ClC=1C(=C(C=CC1Cl)NC1=NC=NC2=CC=C(C(=C12)C1=CC=CC=C1)NC(\C=C\CN(C)C)=O)F (E)-N-(4-((3,4-dichloro-2-fluorophenyl)amino)-5-phenylquinazolin-6-yl)-4-(dimethylamino)but-2-enamide triethyl-1-carbonylpropane-1,2,2-tricarboxylate